1,3,5,7-tetrakis(4-(pyridin-4-ylethynyl)phenyl)adamantane N1=CC=C(C=C1)C#CC1=CC=C(C=C1)C12CC3(CC(CC(C1)(C3)C3=CC=C(C=C3)C#CC3=CC=NC=C3)(C2)C2=CC=C(C=C2)C#CC2=CC=NC=C2)C2=CC=C(C=C2)C#CC2=CC=NC=C2